C(C)(C)(C)OC(=O)N(C1=CC(=NC=2N1N=CC2C(C)C)NC[C@@H]2[C@H](CN(CC2)C(=O)OC(C)(C)C)O)C(C)C=2N=C1N(C=CC=C1)C2 tert-butyl (3R,4R)-4-(((7-((tert-butoxycarbonyl)(1-(imidazo[1,2-a]pyridin-2-yl)ethyl)amino)-3-isopropylpyrazolo[1,5-a]pyrimidin-5-yl)amino)methyl)-3-hydroxypiperidine-1-carboxylate